C(C1=CN=CC=C1)(=O)OC1=CC=C2C3=C(C(OC2=C1)=O)C=C(C=C3)O 8-hydroxy-6-oxo-6H-benzo[c]chromen-3-yl nicotinate